6-amino-2-chloro-7-(3-hydroxy-2,6-dimethylphenyl)-7H-pyrrolo[2,3-d]pyrimidine-5-carboxylate NC1=C(C2=C(N=C(N=C2)Cl)N1C1=C(C(=CC=C1C)O)C)C(=O)[O-]